C(C)(=O)C1=CC(=NC=2C(N(C(=CC12)C1=CC=CC=C1)C)=O)C 4-Acetyl-2,7-dimethyl-6-phenyl-1,7-naphthyridin-8(7H)-one